C1(=C(C=CC=C1)N(C1=C(C(=CC=2C3=CC=CC=C3CC12)C1=C(C=CC=C1)C)C1=C(C=CC=C1)C)C1=C(C(=CC=2C3=CC=CC=C3CC12)C)C)C1=CC=CC=C1 (biphenylyl)(dimethylfluorenyl)[di(methyl-Phenyl)fluorenyl]amine